(S)-3-Hydroxy-1-methyl-3-(1-(6-(2-((1-methyl-1H-pyrazol-3-yl)amino)pyrimidin-4-yl)pyridin-2-yl)-1H-imidazol-4-yl)pyrrolidin-2-one O[C@]1(C(N(CC1)C)=O)C=1N=CN(C1)C1=NC(=CC=C1)C1=NC(=NC=C1)NC1=NN(C=C1)C